ClC1=NC=C(C(=C1)C1=C(C=NC(=C1)C)C(=O)NC=1SC2=C(N1)CN(C2)C(C2=NC(=C(C=C2F)C(F)F)Cl)=O)OC 2'-chloro-N-(5-(6-chloro-5-(difluoromethyl)-3-fluoropicolinoyl)-5,6-dihydro-4H-pyrrolo[3,4-d]thiazol-2-yl)-5'-methoxy-6-methyl-[4,4'-bipyridine]-3-carboxamide